O1CCC2=C1C=1N(C=C2)C(=NC1)C(C)(C)N 2-(2,3-dihydrofuro[2,3-c]imidazo[1,5-a]pyridin-7-yl)propan-2-amine